1-(4-bromo-2-nitrophenoxy)cyclopropane-1-carboxamide BrC1=CC(=C(OC2(CC2)C(=O)N)C=C1)[N+](=O)[O-]